diallylmethylammonium acetate C(C)(=O)[O-].C(C=C)C(CC=C)[NH3+]